O1C(CCC1)COC1OCCCC1 ((tetrahydrofuran-2-yl)methoxy)tetrahydro-2H-pyran